7-(benzyloxy)-2-bromo-5-chloropyrazolo[1,5-a]pyrimidine-3-carboxylic acid ethyl ester C(C)OC(=O)C=1C(=NN2C1N=C(C=C2OCC2=CC=CC=C2)Cl)Br